CC1(NC=2C=C(C=CC2C2=C1SC(=N2)N)C(F)(F)F)C 4,4-dimethyl-7-(trifluoromethyl)-4,5-dihydrothiazolo[5,4-c]quinolin-2-amine